N-(3-(Aminomethyl)benzyl)-N'-benzyl-1,2-ethanediamine NCC=1C=C(CNCCNCC2=CC=CC=C2)C=CC1